C(C)(C)(C)NC[C@@H](COC1=NSN=C1N1CCOCC1)OC(=O)[C@@H](C)OC(CCCCCCCCCCCCCCCCC)=O octadecanoic acid (R)-1-[(S)-1-(tert-butylamino-methyl)-2-(4-morpholin-4-yl-[1,2,5]thiadiazol-3-yloxy)-ethoxycarbonyl]-ethylester